C(C)C1C(CN(C2=CC=C(C=C12)C(=O)OC)C1=CC=2N(C=C1)C(N(N2)C)=O)=O Methyl 4-ethyl-1-(2-methyl-3-oxo-2,3-dihydro-[1,2,4]triazolo[4,3-a]pyridin-7-yl)-3-oxo-1,2,3,4-tetrahydroquinoline-6-carboxylate